tertiary butyl 3-chloro-6-cyanopicolinate ClC=1C(=NC(=CC1)C#N)C(=O)OC(C)(C)C